(3S,4S)-3-methyl-8-{3-[6-(1,2,3,6-tetrahydropyridin-4-yl)1,2,3,4-tetrahydro-1,5-naphthyridin-1-yl]-1H-pyrazolo[3,4-b]pyrazin-6-yl}-2-oxa-8-azaspiro[4.5]decan-4-amine hydrochloride Cl.C[C@@H]1OCC2([C@@H]1N)CCN(CC2)C2=CN=C1C(=N2)NN=C1N1CCCC2=NC(=CC=C12)C=1CCNCC1